ketobenzenesulfonate O=C1C(C=CC=C1)S(=O)(=O)[O-]